5-[1-(2,2-difluoropropyl)-1H-pyrazol-4-yl]-6-(2-methylimidazo[1,2-a]pyridin-7-yl)pyridine-2-carbonitrile FC(CN1N=CC(=C1)C=1C=CC(=NC1C1=CC=2N(C=C1)C=C(N2)C)C#N)(C)F